[Pd](Cl)Cl.[Fe].ClCCl dichloromethane iron palladium dichloride